C(C)(C)(C)N1CCC(CC1)C1=CC=C(C(=O)NC2=NC=CC(=C2)OC=2C=C3C=CN(C3=CC2OCCOC)C(=O)NC)C=C1 5-({2-[4-(1-tert-butylpiperidin-4-yl)benzamido]pyridin-4-yl}oxy)-6-(2-methoxyethoxy)-N-methyl-1H-Indole-1-carboxamide